ethyl (2-cyano-2-(2-(4-((3,3-difluoro-2'-oxospiro[cyclobutane-1,3'-indolin]-5'-yl)methyl)-3,5-dimethylphenyl)hydrazineylidene)acetyl)carbamate C(#N)C(C(=O)NC(OCC)=O)=NNC1=CC(=C(C(=C1)C)CC=1C=C2C3(C(NC2=CC1)=O)CC(C3)(F)F)C